3,4-dihydroxypiperidine OC1CNCCC1O